C(C)C1(COC1)COCC(CCCC)CC 3-ethyl-3-((2-ethylhexyloxy)methyl)oxetane